(3-(4-amino-3-(4-phenoxyphenyl)-1H-pyrazolo[3,4-d]pyrimidin-1-yl)azetidin-1-yl)(2,3,4,5-tetrafluoro-6-(methylsulfonyl)phenyl)methanone NC1=C2C(=NC=N1)N(N=C2C2=CC=C(C=C2)OC2=CC=CC=C2)C2CN(C2)C(=O)C2=C(C(=C(C(=C2S(=O)(=O)C)F)F)F)F